[Cl-].C(CCCCCCCCCC)[NH+]1CCC(CC1)CC 1-Undecyl-4-ethylpiperidinium chlorid